2-[[6-[[5-chloro-2-[rac-(2S)-4-[[2-(2,6-dioxo-3-piperidyl)-1-oxo-isoindolin-5-yl]amino]-2-methyl-1-piperidyl]pyrimidin-4-yl]amino]-1-methyl-2-oxo-3-quinolyl]oxy]-N-methyl-acetamide ClC=1C(=NC(=NC1)N1[C@H](CC(CC1)NC=1C=C2CN(C(C2=CC1)=O)C1C(NC(CC1)=O)=O)C)NC=1C=C2C=C(C(N(C2=CC1)C)=O)OCC(=O)NC |r|